N-Ethyl-N-[(E)-(1-Hydroxy-3H-2,1-benzoxaborol-5-yl)methylenamino]-6,7,8,9-tetrahydrobenzothiopheno[3,2-d]pyrimidin-4-amin C(C)N(C=1C2=C(N=CN1)C1=C(S2)CCCC1)/N=C/C=1C=CC2=C(COB2O)C1